FC1=C(C=CC(=C1)S(=O)(=O)C)NC1=NC(=C2C(=N1)N(N=C2C2=C1C=NNC1=CC=C2)C(C)C)N N6-[2-fluoro-4-(methylsulfonyl)phenyl]-3-(1H-indazol-4-yl)-1-isopropyl-1H-pyrazolo[3,4-d]pyrimidine-4,6-diamine